C1(CCCC1)NC1=C(C=NC2=CC=C(C=C12)C#N)[N+](=O)[O-] 4-(cyclopentylamino)-3-nitroquinoline-6-carbonitrile